P(=O)(O)(O)[O-].[K+] Potassium di-hydrogenphosphate